(2-Aminoethoxy)ethanol NCCOC(C)O